B(F)(F)F.ClC1=CC=NC2=CC=C(C=C12)C1(CC1)[K] (1-(4-chloroquinolin-6-yl)cyclopropyl)potassium trifluoroborate